C(\C=C/C(=O)O)(=O)O.FC=1C=C(C=CC1F)N1N=C(C=C1)COCCN1CCN(CC1)C(C)=O 1-(4-(2-((1-(3,4-difluorophenyl)-1H-pyrazol-3-yl)methoxy)ethyl)piperazin-1-yl)ethanone maleate